methyl 3-(9-((4-(((tert-butoxycarbonyl)amino)methyl)-2,6-dimethylphenyl)carbamoyl)-4,5-dihydrobenzo[b]thieno[2,3-d]oxepin-8-yl)-6-((2,2,2-trifluoroethyl)carbamoyl)picolinate C(C)(C)(C)OC(=O)NCC1=CC(=C(C(=C1)C)NC(=O)C1=CC2=C(OCCC3=C2SC=C3)C=C1C=1C(=NC(=CC1)C(NCC(F)(F)F)=O)C(=O)OC)C